O[C@H](CN1C[C@@H]2[C@](C1)(C[C@H](C2)OC2=CC=CC=C2)O)C=2C=C1CCC(NC1=CC2)=O 6-((S)-1-hydroxy-2-((3aS,5S,6aR)-3a-hydroxy-5-phenoxyhexahydrocyclopenta[c]pyrrol-2(1H)-yl)ethyl)-3,4-dihydroquinolin-2(1H)-one